3-(4,4-difluoropiperidin-1-yl)-3-(4-hydroxyphenyl)-7-(trifluoromethyl)indol-2-one FC1(CCN(CC1)C1(C(NC2=C(C=CC=C12)C(F)(F)F)=O)C1=CC=C(C=C1)O)F